N-(2,4-difluorophenyl)-7-methoxy-2H-benzopyran-3-carboxamide FC1=C(C=CC(=C1)F)NC(=O)C=1COC2=C(C1)C=CC(=C2)OC